ClC1=CC=C(OC2=CC=C(C=C2)C2=NC3=CC(=C(C=C3C(=N2)N)OC)OCC2CCN(CC2)C)C=C1 (4-(4-chlorophenoxy)phenyl)-6-methoxy-7-((1-methylpiperidin-4-yl)methoxy)quinazolin-4-amine